C(C1=CC=CC=C1)N1C=C2C(C=3C=CC=NC13)=CCN(C2)CC2=CC(=CC=C2)OC 6-Benzyl-3-(3-methoxybenzyl)-2,3,4,6-tetrahydropyrido[3,4-c][1,8]naphthyridine